1-((1R,5S)-3-(7-(3-hydroxynaphthalen-1-yl)-2-((tetrahydro-1H-pyrrolizin-7a(5H)-yl)methoxy)quinazolin-4-yl)-3,8-diazabicyclo[3.2.1]octan-8-yl)propan-1-one OC=1C=C(C2=CC=CC=C2C1)C1=CC=C2C(=NC(=NC2=C1)OCC12CCCN2CCC1)N1C[C@H]2CC[C@@H](C1)N2C(CC)=O